6-(6-{1-[(2E)-2-(aminomethyl)-3-fluoroprop-2-en-1-yl]-5-oxo-1,5-dihydro-4H-1,2,4-triazol-4-yl}-5-methylpyridin-3-yl)-2H-1,4-benzoxazin-3(4H)-one hydrochloride Cl.NC/C(/CN1N=CN(C1=O)C1=C(C=C(C=N1)C=1C=CC2=C(NC(CO2)=O)C1)C)=C\F